C(C)(C)(C)OC(=O)[C@H](N)C1=CC=C(C=C1)O 4-(1-(R)-t-Butoxycarbonyl-1-aminomethyl)phenol